FC1=C(OCCN(C(OC(C)(C)C)=O)C)C=CC(=C1)C=O tert-butyl (2-(2-fluoro-4-formylphenoxy)ethyl)(methyl)carbamate